2-(4-(trifluoromethoxy)phenyl)-5-vinyloxazole FC(OC1=CC=C(C=C1)C=1OC(=CN1)C=C)(F)F